2-(1-hydroxy-2,2-dimethylpropyl)phenol OC(C(C)(C)C)C1=C(C=CC=C1)O